ClC=1C(=C2C(=NC1)OCO2)C(=O)NC2=C1C(N(CC1=CC=C2)C(C2CC2)C2CC2)=O 6-chloro-N-(2-(dicyclopropylmethyl)-3-oxoisoindolin-4-yl)-[1,3]dioxolo[4,5-b]pyridine-7-carboxamide